COC=1C=CC2=C(C(CS(N2)(=O)=O)=O)C1 6-methoxy-1H-2,1-benzothiazin-4(3H)-one 2,2-dioxide